(Z)-N-((2-(2,6-dioxopiperidin-3-yl)-1-oxoisoindolin-5-yl)methyl)-2-(4-(1-(4-(1-(4-hydroxyphenyl)-2-phenylbut-1-en-1-yl)phenoxy)propan-2-yl)piperazin-1-yl)acetamide O=C1NC(CCC1N1C(C2=CC=C(C=C2C1)CNC(CN1CCN(CC1)C(COC1=CC=C(C=C1)\C(=C(\CC)/C1=CC=CC=C1)\C1=CC=C(C=C1)O)C)=O)=O)=O